Behenylmyristat C(CCCCCCCCCCCCCCCCCCCCC)OC(CCCCCCCCCCCCC)=O